CN(C)CC1COCOC1 5-dimethylaminomethyl-[1,3]-dioxan